BrC1CCN(CCC1=O)C(=O)OC(C)(C)C tert-Butyl 4-bromo-5-oxoazepane-1-carboxylate